2-bromo-N-(5-(2,3,4-trifluorophenoxy)pyrazin-2-yl)propanamide BrC(C(=O)NC1=NC=C(N=C1)OC1=C(C(=C(C=C1)F)F)F)C